C(CCCCCCC)NCC1=CC=CC=C1 octyl-benzylamine